5-fluoro-N-[(1r,3s)-3-{[2-(trifluoromethyl)quinolin-4-yl]amino}cyclohexyl]-1-benzofuran-2-carboxamide FC=1C=CC2=C(C=C(O2)C(=O)N[C@H]2C[C@H](CCC2)NC2=CC(=NC3=CC=CC=C23)C(F)(F)F)C1